ClC1=C(C(=CC=C1)Cl)N1C=2N(C3=C(C1=O)C=NC(=N3)NC3=CC(=C(C(=C3)C)N3CCN(CC3)C)F)CCN2 6-(2,6-Dichlorophenyl)-2-((3-fluoro-5-methyl-4-(4-methylpiperazin-1-yl)phenyl)amino)-8,9-dihydroimidazo[1,2-a]pyrimido[5,4-e]pyrimidin-5(6H)-one